C(C1=CC=CC=C1)OC=1C=C(C2=CC=CC=C2C1)C1=C(C=C2C(=NC(=NC2=C1F)OC[C@H]1N(CCC1)C)N1C[C@H]2CC[C@@H](C1)N2C(=O)OC(C)(C)C)Cl tert-butyl (1R,5S)-3-(7-(3-(benzyloxy)naphthalen-1-yl)-6-chloro-8-fluoro-2-(((S)-1-methylpyrrolidin-2-yl)methoxy)quinazolin-4-yl)-3,8-diazabicyclo[3.2.1]octane-8-carboxylate